[Se](=O)(=O)([O-])Cl.[Hg+] mercury chloroselenate